FC1=CC=C2C(=CC(=NC2=C1)C)C(=O)O 7-fluoro-2-methylquinoline-4-carboxylic acid